2-(2,6-dioxopiperidin-3-yl)-5-((piperazin-1-yl-2,2,3,3,5,5,6,6-d8)methyl)isoindoline-1,3-dione O=C1NC(CCC1N1C(C2=CC=C(C=C2C1=O)CN1C(C(NC(C1([2H])[2H])([2H])[2H])([2H])[2H])([2H])[2H])=O)=O